1H-pyrrole-2,5-dicarboxylate N1C(=CC=C1C(=O)[O-])C(=O)[O-]